OC1=C(C=C(C=C1OC(C=C)=O)OC(C=C)=O)N1N=C2C(=N1)C=CC=C2 2-(2-hydroxy-5-acryloyloxy(acryloyloxy)phenyl)-2H-benzotriazole